(3s,4r)-4-(2-((tert-butyldimethylsilyl)oxy)ethoxy)-3-fluoropiperidine-1-carboxylic acid tert-butyl ester C(C)(C)(C)OC(=O)N1C[C@@H]([C@@H](CC1)OCCO[Si](C)(C)C(C)(C)C)F